FC(C=1C=C(CN2CC=3C(N(C=4N(C3CC2)CCN4)CC4=CC=C(C=C4)C(F)(F)F)=O)C=CC1)(F)F 7-(3-(trifluoromethyl)benzyl)-4-(4-(trifluoromethyl)benzyl)-1,2,6,7,8,9-hexahydroimidazo[1,2-a]pyrido[3,4-E]pyrimidin-5(4H)-one